C(C)(C)(C)OC(=O)NC(C(=O)O)CC1=CC(=CC=C1)C1=NNC=C1 2-{[(tert-butoxy)carbonyl]Amino}-3-[3-(1H-pyrazol-3-yl)phenyl]Propionic acid